C(C)(C)(C)OC(=O)N1C(OC[C@H]1COC1=CC=C(C=C1)Br)(C)C (R)-4-((4-bromophenoxy)methyl)-2,2-dimethyl-oxazolidine-3-carboxylic acid tert-butyl ester